1H-benzo[d][1,2,3]triazol-1-yl-2-amino-6-(cyanomethyl)pyrazolo[1,5-a]pyrimidine N1(N=NC2=C1C=CC=C2)C=2C(=NN1C2N=CC(=C1)CC#N)N